BrC=1C(=C(C=C(C1)C)NC(\C=C\OCC)=O)F (2E)-N-(3-bromo-2-fluoro-5-methylphenyl)-3-ethoxyprop-2-enamide